tert-butyl ((S)-1-(3-(7-fluoro-4-methyl-1H-benzo[d]imidazol-2-yl)-5-(((S)-1,1,1-trifluoropropan-2-yl)carbamoyl)pyridin-4-yl)-3-methylpyrrolidin-3-yl)carbamate FC1=CC=C(C2=C1NC(=N2)C=2C=NC=C(C2N2C[C@@](CC2)(C)NC(OC(C)(C)C)=O)C(N[C@H](C(F)(F)F)C)=O)C